hydroxybutyl-vinyl-diethylene glycol OCCCCC(COCCO)(C=C)O